ClC1=CC(=C(C=C1)N1C[C@H](CC1)N(C(OC(C)(C)C)=O)C)F tert-butyl (S)-(1-(4-chloro-2-fluorophenyl)pyrrolidin-3-yl)(methyl)carbamate